C1(CCC1)OC=1C=C(C=CC1)C1=CC(=NN1CC1=C(C=CC=C1)OCC)COC(C(=O)O)(C)C 2-([5-(3-cyclobutoxyphenyl)-1-[(2-ethoxyphenyl)methyl]-1H-pyrazol-3-yl]methoxy)-2-methylpropanoic acid